C(C)(C)(C)OC(=O)N1CC(C(CC1)SCC1=NC2=CC(=CC(=C2C(N1)=O)F)NC1CCCC1)F 4-(((7-(cyclopentylamino)-5-fluoro-4-oxo-3,4-dihydroquinazolin-2-yl)methyl)thio)-3-fluoropiperidine-1-carboxylic acid tert-butyl ester